CNC=1N=CC(=C2C=C(N=CC12)NC(=O)C1CC1)C=1OC2=C(N1)C=C(C=C2)C2CCOCC2 N-(8-(methylamino)-5-(5-(tetrahydro-2H-pyran-4-yl)benzo[d]oxazol-2-yl)-2,7-naphthyridin-3-yl)cyclopropanecarboxamide